OC(CC1=CNC(O1)=S)CNC1=C(C=C(C=C1C)C)C 5-[2-hydroxy-3-(2,4,6-trimethylphenylamino)propyl]-1,3-oxazole-2(3H)-thione